O1CC(C1)CCN1N=CC(=C1)C=1N(C=CC1)S(=O)(=O)C1=CC=C(C)C=C1 2-(1-(2-(oxetan-3-yl)ethyl)-1H-pyrazol-4-yl)-1-p-toluenesulfonyl-1H-pyrrole